4-(trifluoromethoxy)pyrrolo[2,1-f][1,2,4]triazine FC(OC1=NC=NN2C1=CC=C2)(F)F